C(C)OC(=O)C1CN(C1)C1=C(C=C2C(C(=CN(C2=N1)C=1SC=CN1)C(=O)O)=O)F 7-[3-(ethoxycarbonyl)azetidin-1-yl]-6-fluoro-4-oxo-1-(1,3-thiazol-2-yl)-1,4-dihydro-1,8-naphthyridine-3-carboxylic acid